8-(6-methoxypyridin-3-yl)-5-(2-(4-methylpiperazin-1-yl)ethyl)-1-(4-(piperazin-1-yl)-3-(Trifluoromethyl)phenyl)-1,5-dihydro-4H-[1,2,3]triazolo[4,5-c]quinolin-4-one COC1=CC=C(C=N1)C1=CC=2C3=C(C(N(C2C=C1)CCN1CCN(CC1)C)=O)N=NN3C3=CC(=C(C=C3)N3CCNCC3)C(F)(F)F